CN1N=C(C=C1NC1=NC2=CC(=C(C=C2C=N1)C)[C@H]1[C@@H](CN(CC1)[C@@H]1[C@@H](COC1)O)F)C (3S,4S)-(3S,4S) or (3S,4S)-(3R,4R) or (3R,4R)-(3S,4S) or (3R,4R)-(3R,4R)-4-(4-{2-[(1,3-dimethyl-1H-pyrazol-5-yl)amino]-6-methylquinazolin-7-yl}-3-fluoropiperidin-1-yl)oxolan-3-ol